C(#N)C1=CC(=NC=C1)N1CC2(CC2)C2=C1N=CN=C2N2CC(N(CC2C)C(=O)[O-])C 4-[7-(4-cyano-2-pyridinyl)spiro[6H-pyrrolo[2,3-d]pyrimidine-5,1'-cyclopropane]-4-yl]-2,5-dimethylpiperazine-1-carboxylate